FC1=C2C(=NNC2=C(C(=C1F)F)F)C1=C(C(=C(C(=C1F)F)F)F)F 4,5,6,7-tetrafluoro-3-(perfluorophenyl)-1H-indazole